(3S,4R) and (3R,4S)-1-[5-chloro-1-(1-cyclopropyl-1H-pyrazol-4-yl)-1H-indazol-6-yl]-3-fluoropiperidin-4-amine ClC=1C=C2C=NN(C2=CC1N1C[C@@H]([C@@H](CC1)N)F)C=1C=NN(C1)C1CC1 |r|